3-[(3-chloro-2-methoxyphenyl)amino]-2-[6-(oxetan-3-yloxy)-1,5-naphthyridin-4-yl]-1H,5H,6H,7H-pyrrolo[3,2-c]pyridin-4-one ClC=1C(=C(C=CC1)NC1=C(NC2=C1C(NCC2)=O)C2=CC=NC1=CC=C(N=C21)OC2COC2)OC